N-(1-(3,5-bis(1-methyl-1H-pyrazol-4-yl)phenyl)cyclopropyl)-5-(2-(dimethylamino)ethoxy)-2-methylbenzamide CN1N=CC(=C1)C=1C=C(C=C(C1)C=1C=NN(C1)C)C1(CC1)NC(C1=C(C=CC(=C1)OCCN(C)C)C)=O